(3S)-N-[(1S)-1-Cyano-2-[(3S)-2-oxo-3-piperidyl]ethyl]-2-[(2S)-2-(2,5-difluoroanilino)propanoyl]-2-azabicyclo[2.2.2]octane-3-carboxamide C(#N)[C@H](C[C@H]1C(NCCC1)=O)NC(=O)[C@H]1N(C2CCC1CC2)C([C@H](C)NC2=C(C=CC(=C2)F)F)=O